N1N=NN=C1C1=CC=C(OC2=NC=C(C=C2F)Cl)C=C1 2-(4-(1H-tetrazol-5-yl)phenoxy)-5-chloro-3-fluoropyridine